N1(N=NC2=C1C=CC=C2)O benzo[D][1,2,3]triazol-1-ol